BrC1=CC(=C(OC(C(=O)O)COC)C=C1)C1CC1 2-(4-bromo-2-cyclopropylphenoxy)-3-methoxypropanoic acid